(3R)-3-(7-{[(2R,5S)-2-ethyl-5-methyl-2,3-dihydropyrido[2,3-f][1,4]oxazepin-4(5H)-yl]methyl}-1-benzothiophen-5-yl)-3-(1,4,7-trimethyl-1H-benzotriazol-5-yl)propanoic acid C(C)[C@H]1OC2=C([C@@H](N(C1)CC1=CC(=CC=3C=CSC31)[C@@H](CC(=O)O)C3=C(C1=C(N(N=N1)C)C(=C3)C)C)C)N=CC=C2